(2R,5R)-2-(1,3-bis(4-fluorophenyl)-1H-pyrazol-4-yl)-3-(4-ethoxyphenethyl)-5-methyloxazolidin-4-one FC1=CC=C(C=C1)N1N=C(C(=C1)[C@H]1O[C@@H](C(N1CCC1=CC=C(C=C1)OCC)=O)C)C1=CC=C(C=C1)F